3-(5-(5-isopropylpiperidin-2-yl)-1-oxoisoindolin-2-yl)piperidine-2,6-dione C(C)(C)C1CCC(NC1)C=1C=C2CN(C(C2=CC1)=O)C1C(NC(CC1)=O)=O